ClC1=C(C=NC2=CC(=C(C=C12)OC)OC)C#N 4-chloro-6,7-dimethoxyquinoline-3-carbonitrile